ClC1=CC=C(C=C1)C=1N=C2C(=NC1)N=C(S2)NC(C2=CN=C(C=C2C2=C(C=CC=C2)OC)C)=O N-(6-(4-chlorophenyl)thiazolo[4,5-b]pyrazin-2-yl)-4-(2-methoxyphenyl)-6-methylnicotinamide